5-{4-[4-(benzylcarbamoyl)-1H-1,2,3-triazol-1-yl]butyl}-N-(2-hydroxyethyl)-1,3,4-thiadiazole-2-carboxamide C(C1=CC=CC=C1)NC(=O)C=1N=NN(C1)CCCCC1=NN=C(S1)C(=O)NCCO